(2S,2'S)-2,2'-((((((2,2'-dimethyl-[1,1'-biphenyl]-3,3'-diyl)bis(azanediyl))bis(carbonyl))bis(4-methoxypyridine-6,3-diyl))bis(methylene))bis(azanediyl))bis(4-hydroxybutanoic acid) CC1=C(C=CC=C1NC(=O)C1=CC(=C(C=N1)CN[C@H](C(=O)O)CCO)OC)C1=C(C(=CC=C1)NC(=O)C1=CC(=C(C=N1)CN[C@H](C(=O)O)CCO)OC)C